S1C2=C(C=C1)C=CC=C2C2=NNC1=NC(=CN=C12)N1CC2C(C2CC1)(C1=C(C=CC=C1)F)CN (3-(3-(benzo[b]thiophen-7-yl)-1H-pyrazolo[3,4-b]pyrazin-6-yl)-7-(2-fluorophenyl)-3-azabicyclo[4.1.0]heptan-7-yl)methanamine